N(=C=O)CCC(CCCN=C=O)CN=C=O 1,6-diisocyanato-3-(isocyanatomethyl)hexane